4-cyano-2,3,5,6-tetrafluorobenzyl cyanide C(#N)C1=C(C(=C(CC#N)C(=C1F)F)F)F